C(C)(=O)OCCCCCCCC\C=C/CCCC (Z)-tetradec-9-en-1-yl acetate